N1(CCC1)CC1(CC1)NC(C(C)C1=C(C=CC=C1)C(F)(F)F)=O N-(1-(azetidin-1-ylmethyl)cyclopropyl)-2-(2-(trifluoromethyl)phenyl)propanamide